O=C1[C@]2(C[C@H]2CO1)C(=O)OCC ethyl (1s,5R)-2-oxo-3-oxabicyclo[3.1.0]-hexane-1-carboxylate